(E)-5-(4-methoxystyryl)-3-(phenylthio)pyrazin-2-amine COC1=CC=C(/C=C/C=2N=C(C(=NC2)N)SC2=CC=CC=C2)C=C1